FC1(CC1)C(=O)N[C@H](C(=O)N1[C@@H](C[C@H](C1)O)C(=O)NCC1=C(OCCCCCCCCC(=O)OCC)C=C(C=C1)C1=C(N=CS1)C)C(C)(C)C 1-Ethyl 9-(2-(((2S,4R)-1-((S)-2-(1-fluorocyclopropanecarboxamido)-3,3-dimethylbutanoyl)-4-hydroxypyrrolidine-2-carboxamido)methyl)-5-(4-methylthiazol-5-yl)phenoxy)nonanoate